NC=1C(=NC=C(N1)N1CCC(CC1)(C)N)SC=1C(=C(C=CC1)N1CCN(CC1)CC=1C=C2CN(C(C2=CC1F)=O)C1C(NC(CC1)=O)=O)Cl 3-(5-((4-(3-((3-amino-5-(4-amino-4-methylpiperidin-1-yl)pyrazin-2-yl)thio)-2-chlorophenyl)piperazin-1-yl)methyl)-6-fluoro-1-oxoisoindolin-2-yl)piperidine-2,6-dione